3-(cyclohexylmethoxy)-4-ethynylthiophene C1(CCCCC1)COC1=CSC=C1C#C